tert-butyl 2-((oxobis(3-(4,4,5,5-tetramethyl-1,3,2-dioxaborolan-2-yl)-5-(trifluoromethoxy)phenyl)-λ6-sulfanylidene)-amino)acetate O=S(C1=CC(=CC(=C1)OC(F)(F)F)B1OC(C(O1)(C)C)(C)C)(C1=CC(=CC(=C1)OC(F)(F)F)B1OC(C(O1)(C)C)(C)C)=NCC(=O)OC(C)(C)C